Cl.FC1=CC=C(C=C1)[C@@H]1N(CCC2=CC=CC=C12)C(=O)OC12CC(C1)(C2)NCCS(=O)(=O)C 3-((2-(methylsulfonyl)ethyl)amino)bicyclo[1.1.1]pentan-1-yl (S)-1-(4-fluorophenyl)-3,4-dihydroisoquinoline-2(1H)-carboxylate hydrochloride